(5S,8S)-N-(4-chloro-benzyl)-5-fluoro-8-hydroxy-5,6,7,8-tetrahydroquinoline-5-carboxamide ClC1=CC=C(CNC(=O)[C@]2(C=3C=CC=NC3[C@H](CC2)O)F)C=C1